P(OC1=C(C=C(C=C1C)C(C)(C)C)C(C)(C)C)(OC1=C(C=C(C=C1C)C(C)(C)C)C(C)(C)C)OCC di(2,4-di-tert-butyl-6-methylphenyl) ethyl phosphite